ClC=1C=C(C=C(C1)NS(=O)(=O)C)NC(=O)C=1SC(=C(C1)C1=NC=CC=C1)C=O N-(3-chloro-5-methanesulfonamidophenyl)-5-formyl-4-(pyridin-2-yl)thiophene-2-carboxamide